FC1(C(C1)CN1N=CC2=CC=C(C=C12)[C@@H]1[C@H](C1)C=1C=2N(N=C(C1)C=1C(=NC(=NC1)OC)OC)C=CN2)F 8-[(1S,2S)-2-[1-[(2,2-difluorocyclopropyl)methyl]indazol-6-yl]cyclopropyl]-6-(2,4-dimethoxypyrimidin-5-yl)imidazo[1,2-b]pyridazine